FC(C(=O)O)(F)F.FC1(CCN(CC1)C(=O)C=1C(=CC(=NC1C)C#N)C1=C2C(=NC=C1)C=C(S2)CN2C(C1C(C1C2=O)(C)C)=O)F 5-(4,4-difluoropiperidine-1-carbonyl)-4-(2-((6,6-dimethyl-2,4-dioxo-3-azabicyclo[3.1.0]hexan-3-yl)methyl)thieno[3,2-b]pyridin-7-yl)-6-methylpicolinonitrile 2,2,2-trifluoroacetate